(N-hydroxy)succinimide methyl-4-((2,4-dichlorophenyl)amino)-5-nitrothiophene-2-carboxylate COC(=O)C=1SC(=C(C1)NC1=C(C=C(C=C1)Cl)Cl)[N+](=O)[O-].ON1C(CCC1=O)=O